2-[(1S,2S)-1-(amino)-2-methylbutyl]-1,3-oxazole-4-carboxylic acid N[C@@H]([C@H](CC)C)C=1OC=C(N1)C(=O)O